3-(2-methyl-2H-1,2,3-triazol-4-yl)propionic acid CN1N=CC(=N1)CCC(=O)O